4-(3-(1H-pyrazol-5-yl)phenyl)-2-amino-6-(piperidin-1-yl)pyridine-3,5-dinitrile N1N=CC=C1C=1C=C(C=CC1)C1=C(C(=NC(=C1C#N)N1CCCCC1)N)C#N